2-methoxyethyl 3-(2-(tert-butoxycarbonyl(methyl)amino)ethyl)benzoate C(C)(C)(C)OC(=O)N(CCC=1C=C(C(=O)OCCOC)C=CC1)C